5-(5-Chloro-2-isopropyl-4-methoxy-phenoxy)-N*2*-(1,1-dioxo-hexahydro-1lambda*6*-thiopyran-4-yl)-pyrimidine-2,4-diamine ClC=1C(=CC(=C(OC=2C(=NC(=NC2)NC2CCS(CC2)(=O)=O)N)C1)C(C)C)OC